3-(3-bromophenyl)-3-hydroxy-propionic acid ethyl ester C(C)OC(CC(O)C1=CC(=CC=C1)Br)=O